N1N=CC=2C1=NC=C(N2)N[C@@H](C)C=2C=C(C=CC2)NC(=O)C2=NOC(=C2)C(C)C (S)-N-(3-(1-((1H-pyrazolo[3,4-b]pyrazin-5-yl)amino)ethyl)phenyl)-5-isopropylisoxazole-3-carboxamide